ethyl 7-(((tert-butoxycarbonyl)amino)methyl)-3-azabicyclo[4.1.0]heptane-7-carboxylate C(C)(C)(C)OC(=O)NCC1(C2CCNCC12)C(=O)OCC